FC(C(O)C1(CN(CCC1)C=1C=NC(=CC1CO)C1=CC(=C(C=C1)F)F)NC(OC(C)(C)C)=O)F tert-butyl (3-(2,2-difluoro-1-hydroxyethyl)-1-(6-(3,4-difluorophenyl)-4-(hydroxymethyl)pyridin-3-yl)piperidin-3-yl)carbamate